C1(CC1)C=1N=C(C(=NC1C1=CC=CC=2N(C=NC21)C)C(=O)OC)NC=2C=NN(C2C)C2CCNCC2 methyl 5-cyclopropyl-6-(1-methylbenzimidazol-4-yl)-3-[[5-methyl-1-(4-piperidyl)pyrazol-4-yl]amino]pyrazine-2-carboxylate